CC=1C=C(C=CC1OC1=CC2=C(N(N=N2)C)C=C1)NC1=NC=NC2=C1N=C(N=C2)N2C[C@@H]1N(CC[C@@H]1C2)C(C=C)=O 1-((3aR,6aR)-5-(8-((3-methyl-4-((1-methyl-1H-benzo[d][1,2,3]triazol-5-yl)oxy)phenyl)amino)pyrimido[5,4-d]pyrimidin-2-yl)hexahydropyrrolo[3,4-b]pyrrol-1(2H)-yl)prop-2-en-1-one